3-[(tert-butoxycarbonyl-amino)methyl]-1H-pyrazole-5-carboxylic acid C(C)(C)(C)OC(=O)NCC1=NNC(=C1)C(=O)O